tert-butyl (2-(3-methoxy-1,2,4-oxadiazol-5-yl)ethyl)carbamate COC1=NOC(=N1)CCNC(OC(C)(C)C)=O